C1(=CC=CC2=CC=CC=C12)S(=O)(=O)O alpha-naphthalenesulfonic acid